FC1=C2C=CNC2=CC(=C1OC=1C=CC(=C(C1)C=1N(C=C(N1)C(C)C=1C(=C(C=CC1)CCC(=O)O)F)C)F)F 3-(3-(1-(2-(5-((4,6-difluoro-1H-indol-5-yl)oxy)-2-fluorophenyl)-1-methyl-1H-imidazol-4-yl)ethyl)-2-fluorophenyl)propanoic acid